C1=CC=C2C(=C1)N=CN2S THIOBENZIMIDAZOLE